tert-butyl (3-(5-(5-(2,3-dihydro-1H-inden-4-yl)-6-methoxy-1-(4-methoxybenzyl)-1H-pyrazolo[4,3-b]pyridin-3-yl)pyridin-2-yl)cyclopentyl)carbamate C1CCC2=C(C=CC=C12)C1=C(C=C2C(=N1)C(=NN2CC2=CC=C(C=C2)OC)C=2C=CC(=NC2)C2CC(CC2)NC(OC(C)(C)C)=O)OC